OC(CCOC1=C(C=CC=C1)C1CCN(CC1)[C@H]1CC2(CN(C2)C(=O)C2COC2)CC1)(C)C (R)-(6-(4-(2-(3-hydroxy-3-methylbutoxy)phenyl)piperidin-1-yl)-2-azaspiro[3.4]oct-2-yl)(oxetan-3-yl)methanone